C1(=CC=CC=C1)C(NC([C@H](C)NC(=O)C=1C=NC=CC1)=O)C1=CC=CC=C1 (2S)-N-(diphenylmethyl)-2-[(pyridin-3-yl)formamido]propanamide